4-(4-chlorophenyl)-5-(2,6-difluoro-4-methoxyphenyl)-6-methylpyrimidine ClC1=CC=C(C=C1)C1=NC=NC(=C1C1=C(C=C(C=C1F)OC)F)C